1H-imidazole-2-carbonitrile azetidin-3-ylmethyl-6-[5-(6-methyl-2-pyridyl)-1H-pyrazol-4-yl]-1,5-naphthyridine-3-carboxylate N1CC(C1)COC(=O)C=1C=NC2=CC=C(N=C2C1)C=1C=NNC1C1=NC(=CC=C1)C.N1C(=NC=C1)C#N